2-chloro-4-(8-(4-(4-(1-(2-(2,6-dioxopiperidin-3-yl)-1,3-dioxoisoindolin-5-yl)azetidin-3-yl)piperazin-1-yl)benzoyl)-2,8-diazaspiro[4.5]decan-2-yl)benzonitrile ClC1=C(C#N)C=CC(=C1)N1CC2(CC1)CCN(CC2)C(C2=CC=C(C=C2)N2CCN(CC2)C2CN(C2)C=2C=C1C(N(C(C1=CC2)=O)C2C(NC(CC2)=O)=O)=O)=O